CC=1SC=C(N1)C#N methylthiazole-4-carbonitrile